Cl.Cl.N1=C(C=CC=C1)C1(CC1)NC(=O)[C@@H]1CN(CC[C@H]1N)C1CCCCC1 |r| rac-(3R*,4R*)-4-Amino-1-cyclohexyl-piperidine-3-carboxylic Acid (1-pyridin-2-yl-cyclopropyl)-amide, Dihydrochloride